BrC=1C=CC(=NC1)P1(CCOCC1)=O 4-(5-bromopyridin-2-yl)-1,4lambda5-oxaphosphinan-4-one